3-(2-bromo-6-fluoro-phenyl)-3-oxo-propionic acid ethyl ester C(C)OC(CC(=O)C1=C(C=CC=C1F)Br)=O